(2E)-3-(6-aminopyridin-3-yl)prop-2-enoic acid NC1=CC=C(C=N1)/C=C/C(=O)O